OC1=CC=CC(=C1)C(C)C 6-hydroxy-2-isopropylbenzene